dodecamethylcyclohexa-siloxane C[Si]1(O[Si](O[Si](O[Si](O[Si](O[Si](O1)(C)C)(C)C)(C)C)(C)C)(C)C)C